C(C)(=O)[O-].C(C)(=O)[O-].C(CCC)[Sn+2]CCCC di-(n-butyl)tin diacetate